(2S,11aS)-2-amino-10-carboxymethyl-1,2,3,11a-tetrahydro-10H-pyrrolo[2,1-c][1,4]-benzodiazepine-5,11-dione N[C@H]1C[C@H]2C(N(C3=C(C(N2C1)=O)C=CC=C3)CC(=O)O)=O